C(#N)[C@H](C[C@H]1C(NCC1)=O)NC(=O)[C@@H]1[C@H]2C([C@H]2CN1C([C@H](C(C)(C)C)NC(C(F)(F)F)=O)=O)(C)C (1R,2S,5S)-N-[(1S)-1-cyano-2-[(3S)-2-oxo-3-pyrrolidinyl]ethyl]-3-[(2S)-3,3-dimethyl-1-oxo-2-[(2,2,2-trifluoroacetyl)amino]butyl]-6,6-dimethyl-3-azabicyclo[3.1.0]hexane-2-carboxamide